S(=O)(=O)(O)O.CN([C@@H]1C(N(C(C1)=O)[C@@H](C(=O)NCC1=C(C=CC=C1)F)C)=O)C (2R,S)-2-(3-(dimethylamino)-2,5-dioxopyrrolidin-1-yl)-N-(2-fluorobenzyl)propionamide sulfate